ClC1=C(C=CC(=C1)C(F)(F)F)NC(C(F)(F)N1C=2N(C(C(=C1CC)N1CCNCC1)=O)N=C(N2)C=2CCOCC2)=O N-(2-chloro-4-(trifluoromethyl)phenyl)-2-(2-(3,6-dihydro-2H-pyran-4-yl)-5-ethyl-7-oxo-6-(piperazin-1-yl)-[1,2,4]triazolo[1,5-a]pyrimidin-4(7H)-yl)-2,2-difluoroacetamide